ethyl 2-amino-7-[2-[tert-butyl(dimethyl)silyl]oxyethyl]-4-[2-(pyridine-2-carbonyl)hydrazino]pyrrolo[2,3-d]pyrimidine-6-carboxylate NC=1N=C(C2=C(N1)N(C(=C2)C(=O)OCC)CCO[Si](C)(C)C(C)(C)C)NNC(=O)C2=NC=CC=C2